FC([C@@H]1[C@H](C1)C(=O)OCC)F Ethyl (1S,2S)-2-(difluoromethyl)cyclopropanecarboxylate